7-bromo-2-ethoxy-N-[(4-fluorophenyl)-methyl]-4-methyl-quinoline-3-carboxylic acid amide BrC1=CC=C2C(=C(C(=NC2=C1)OCC)C(=O)NCC1=CC=C(C=C1)F)C